ClC1=CC=CC=2N=C(OC21)[C@H]2N(CCC1=C2N=CN1)C(=O)C1=C(N=C(O1)C(C)(C)O)C(F)F (S)-(4-(7-chlorobenzo[d]oxazol-2-yl)-6,7-dihydro-1H-imidazo[4,5-c]pyridin-5(4H)-yl)(4-(difluoromethyl)-2-(2-hydroxypropan-2-yl)oxazol-5-yl)methanone